FC(N1N=CC(=C1)C1=NN=C(O1)C(=O)N1[C@H](C2=C(CC1)NC=N2)C2=NN1C(C(=CC=C1)OC(F)(F)F)=C2)F (R)-(5-(1-(difluoromethyl)-1H-pyrazol-4-yl)-1,3,4-oxadiazol-2-yl)(4-(4-(trifluoromethoxy)pyrazolo[1,5-a]pyridin-2-yl)-6,7-dihydro-1H-imidazo[4,5-c]pyridin-5(4H)-yl)methanone